2-amino-3-methyl-N-((1R)-1-(2-pyrimidinyl)ethyl)-N-(2-quinolinylmethyl)-6-quinolinecarboxamide NC1=NC2=CC=C(C=C2C=C1C)C(=O)N(CC1=NC2=CC=CC=C2C=C1)[C@H](C)C1=NC=CC=N1